NC(CC=1C=C(CNC(=O)N2CCC3(N(C4=CC=C(C=C4C(C3)=O)F)C)CC2)C=CC1F)=O N-(3-(2-amino-2-oxoethyl)-4-fluorobenzyl)-6'-fluoro-1'-methyl-4'-oxo-3',4'-dihydro-1'H-spiro[piperidine-4,2'-quinoline]-1-carboxamide